OC1=C(C=CC=C1)C1=CC=CC(=N1)C=1C=C(C=CC1)C1=NC2=C3N=CC=CC3=CC=C2C=C1 2-(3-(6-(2-hydroxyphenyl)pyridin-2-yl)phenyl)-1,10-phenanthroline